ClC1=CC=C(C(=N1)C(=O)O)NC(C)C1=C2N=C(C(=NC2=CC(=C1)C)C#N)N1CC(CCC1)(F)F 6-chloro-3-((1-(2-cyano-3-(3,3-difluoropiperidin-1-yl)-7-methylquinoxalin-5-yl)ethyl)amino)picolinic acid